C(C=C)N1N(C2=NC(=NC=C2C1=O)NC1=CC=C(C=C1)Cl)C1=NC(=CC=C1)NC1CCNCC1 2-allyl-6-((4-chlorophenyl)amino)-1-(6-(piperidin-4-ylamino)pyridin-2-yl)-1,2-dihydro-3H-pyrazolo[3,4-d]pyrimidin-3-one